CN(CCCC(=O)OC(C(=O)OCCCCCCCCCCCCCCCCCC)CCC(=O)OCCCCCCCCCCCCCCCCCC)C Dioctadecyl 2-((4-(dimethylamino)butanoyl)oxy)pentanedioate